1-(4-((diethylamino)methyl)benzyl)-2-((ethylamino)methyl)-1H-imidazo[4,5-d]thieno[3,2-b]pyridin-4-amine C(C)N(CC)CC1=CC=C(CN2C(=NC=3C2=C2C(=NC3N)C=CS2)CNCC)C=C1